4-(dihydroxyboryl)benzo[2,1-d][1,3]thiazoline OB(C1=CC=CC2=C1N=CS2)O